N-(R)-4-aza-1-indanyl(2-{3-isopropyl-6-(3-methoxy-1,2,4-oxadiazol-5-yl)-1,1-dioxo-5-[2-(tetrahydro-2H-pyran-4-yl)ethyl]-1λ6-thia-4-aza-7-indanyl}-1-thia-6-aza-7-indenyl)amine C1(CCC2=NC=CC=C12)NC=1N=CC=C2C=C(SC12)C=1C(=C(N=C2C(CS(C12)(=O)=O)C(C)C)CCC1CCOCC1)C1=NC(=NO1)OC